2,2,2-trifluoro-1-(2-((furan-2-ylmethyl)amino)-4-methoxyphenyl)ethan-1-ol FC(C(O)C1=C(C=C(C=C1)OC)NCC=1OC=CC1)(F)F